4-(6-bromopyridin-2-yl)-N-(5-chloro-1-methyl-1H-pyrazol-4-yl)pyrimidin-2-amine BrC1=CC=CC(=N1)C1=NC(=NC=C1)NC=1C=NN(C1Cl)C